O1C2C(=CC=C1)C=CC1=CC=CC=C12 naphtho[1,2-b]-pyrane